beta-butylcyclohexyl acetate C(C)(=O)OC1(CCCCC1)C(C)CC